OC1=C(C=C(C=C1)C1=CC=C(C=C1)S(NC1=NC=CC=C1)(=O)=O)C(=O)O 4-hydroxy-4'-(N-(pyridin-2-yl)sulfamoyl)-[1,1'-biphenyl]-3-carboxylic acid